5-hydroxybenzothiazol-2(3H)-one OC=1C=CC2=C(NC(S2)=O)C1